4-(1-Cyclopropyl-1H-pyrazol-4-yl)-N-((trans-4-(4-methoxy-3-methylphenyl)cyclohexyl)methyl)-6-methylpyridin-2-amine C1(CC1)N1N=CC(=C1)C1=CC(=NC(=C1)C)NC[C@@H]1CC[C@H](CC1)C1=CC(=C(C=C1)OC)C